CN(C1=CC=C(C=C1)OC1CCNCC1)C N,N-dimethyl-4-[(piperidin-4-yl)oxy]aniline